ClC=1C=C2C(=CN1)OC(=C2OCC2=CC(=C(C(=C2)OC)OC)OC)C(=O)C2=C(C(=CC(=C2F)OC)OC)F (5-chloro-3-(3,4,5-trimethoxybenzyloxy)furo[2,3-c]pyridin-2-yl)(2,6-difluoro-3,5-dimethoxyphenyl)methanone